N1N=CC(=C1)COC=1C=C2C=CN=C(C2=CC1)NC=1C=NC(=NC1)C 6-((1H-pyrazol-4-yl)methoxy)-N-(2-methylpyrimidin-5-yl)isoquinolin-1-amine